2-chloro-N-(3-((6-((2,3,6-trifluorobenzyl)amino)pyrimidin-4-yl)oxy)phenyl)acetamide ClCC(=O)NC1=CC(=CC=C1)OC1=NC=NC(=C1)NCC1=C(C(=CC=C1F)F)F